ethan-amine C(C)N